(3-(4-methoxyphenoxy)propyl)benzo[d]oxazol-2-amine COC1=CC=C(OCCCC2=CC=CC3=C2N=C(O3)N)C=C1